(4-methoxypyrimidin-2-yl)amine COC1=NC(=NC=C1)N